CC=1C(=CC2=C(NC=N2)C1)C(=O)NC1CCC(CC1)NC1=CC(=NC(=C1)C(F)(F)F)C(F)(F)F 6-methyl-N-[(1s,4s)-4-{[2,6-bis(trifluoromethyl)pyridin-4-yl]amino}cyclohexyl]-1H-1,3-benzodiazole-5-carboxamide